C(C)OC1=C(C=C(C=C1)OCC)C=CC(=O)C=1SC=CC1 3-(2,5-diethoxyphenyl)-1-(2-thienyl)-2-propen-1-one